ClC1=CC(=C(C=C1F)C1=CC=C(N=N1)N(C1C(C2CCC(C1)N2C(=O)OC(C)(C)C)F)C)OCOC racemic-tert-butyl 3-([6-[4-chloro-5-fluoro-2-(methoxymethoxy)phenyl]pyridazin-3-yl](methyl)amino)-2-fluoro-8-azabicyclo[3.2.1]octane-8-carboxylate